6-[3'-(2-pyridyldithio)propionamido]hexanoate N1=C(C=CC=C1)SSCCC(=O)NCCCCCC(=O)[O-]